(S)-2-methyl-propane-2-sulfinic acid [(1r,3S)-1-(4-bromo-3-chloro-phenyl)-2-hydroxymethyl-1,3-dimethyl-pentyl] amide BrC1=C(C=C(C=C1)[C@](C([C@H](CC)C)CO)(C)N[S@@](=O)C(C)(C)C)Cl